2-Cyclopropyl-4-[4-(2-hydroxyethoxy)phenyl]-6-(3-pyridylmethyl-sulfanyl)pyridine-3,5-dicarbonitrile C1(CC1)C1=NC(=C(C(=C1C#N)C1=CC=C(C=C1)OCCO)C#N)SCC=1C=NC=CC1